NC=1C(=NC(=CN1)C1=CC=C(C=C1)N(CC)CC)CCCNC(OC(C)(C)C)=O tert-butyl (3-(3-amino-6-(4-(diethylamino)phenyl)pyrazin-2-yl)propyl)carbamate